C(C)(C)(C)C=1C=C(N(N1)C1CCNCC1)NC(=O)NC1=CC=C(C=C1)N1C=NC2=C1C=CC(=C2)OC 1-(5-tert-Butyl-2-piperidin-4-yl-2H-pyrazol-3-yl)-3-[4-(5-methoxy-benzimidazol-1-yl)-Phenyl]-urea